2-(difluoromethyl)-5-(6-((4-(thiophen-2-yl)-1H-1,2,3-triazol-1-yl)methyl)pyridin-3-yl)-1,3,4-oxadiazole FC(C=1OC(=NN1)C=1C=NC(=CC1)CN1N=NC(=C1)C=1SC=CC1)F